C1(CC1)C1=CC(=NO1)C1=C(C=CC=C1)C(F)(F)F 5-cyclopropyl-3-(2-(trifluoromethyl)phenyl)isoxazole